CN1CCN(CC1)CC1=C(C=C(C=C1)N1N=C2C(=CC=CC2=C1)C(=O)N)C(F)(F)F 2-[4-[(4-methylpiperazin-1-yl)methyl]-3-(trifluoromethyl)phenyl]-2H-indazole-7-carboxamide